N[C@@H]1CC[C@@H](N(C1)C(=O)C1=CC2=C(N(C(=N2)C=2N(C3=C(C=CC=C3C2)C2CN(C2)C(C)=O)CC2CC2)C)C(=C1)OC)C 1-(3-(2-(5-((2S,5R)-5-Amino-2-methylpiperidin-1-carbonyl)-7-methoxy-1-methyl-1H-benzo[d]imidazol-2-yl)-1-(cyclopropylmethyl)-1H-indol-7-yl)azetidin-1-yl)ethan-1-on